FC1=C(CN2N=C(C=C2)C2=CC=CC(=N2)C(C(C)(S(=O)(=O)N(CC2=CC=C(C=C2)OC)CC2=CC=C(C=C2)OC)C)=O)C=C(C=C1)OC(F)(F)F 1-(6-(1-(2-fluoro-5-(trifluoromethoxy)benzyl)-1H-pyrazol-3-yl)pyridin-2-yl)-N,N-bis(4-methoxybenzyl)-2-methyl-1-oxopropane-2-sulfonamide